COCCN1C(=NN=C1)CO (4-(2-methoxyethyl)-4H-1,2,4-triazol-3-yl)methanol